4-Tert-butyl((6-(3-aminopropoxy) pyridin-3-yl)methyl)carbamate C(C)(C)(C)C1=C(C=NC(=C1)OCCCN)CNC([O-])=O